C1(=CC=CC=C1)P(C1=C(C2=CC=CC=C2C=C1)C1=C(C=CC2=CC=CC=C12)C#C[Si](C(C)C)(C(C)C)C(C)C)C1=CC=CC=C1 diphenyl-(2'-((triisopropylsilyl)ethynyl)-[1,1'-binaphthyl]-2-yl)phosphine